C([O-])([O-])=O.C1(=C(C=CC=C1)[SH+]C1=C(C=CC=C1)C)C.C1(=C(C=CC=C1)[SH+]C1=C(C=CC=C1)C)C ditolyl-sulfonium carbonate